NC1=NC2=CC(=CC(=C2C=C1Cl)F)CC(C)C=1[C@]([C@H]([C@@H](C1)N1C=CC2=C1N=CN=C2C)O)(O)C (1s,2r,5r)-3-(1-(2-amino-3-chloro-5-fluoroquinolin-7-yl)propan-2-yl)-2-methyl-5-(4-methyl-7H-pyrrolo[2,3-d]pyrimidin-7-yl)cyclopent-3-ene-1,2-diol